6-chloro-2-(o-tolyl)-1H-pyrrolo[2,3-b]pyridine ClC1=CC=C2C(=N1)NC(=C2)C2=C(C=CC=C2)C